C(C)(C)(C)OC(NC=1C=C2C(=NN(C2=CC1)C)CC1CC1)=O (3-(Cyclopropylmethyl)-1-methyl-1H-indazol-5-yl)carbamic acid tert-butyl ester